N1(CCC1)C1C(CN(CC1)CC1=NC=2C(=NC(=CC2N2CCOCC2)N2N=C(C=C2)C=2C=C(C=CC2)C)N1C)F 4-(2-((4-(azetidin-1-yl)-3-fluoropiperidin-1-yl)methyl)-3-methyl-5-(3-(m-tolyl)-1H-pyrazol-1-yl)-3H-imidazo[4,5-b]pyridin-7-yl)morpholine